2,3-bis(dimethylvinylsiloxy)butane CC(=C[SiH2]OC(C)C(C)O[SiH2]C=C(C)C)C